1-Bromo-2,4,5-trifluoro-benzene BrC1=C(C=C(C(=C1)F)F)F